CC(C(=O)O)(CC=C)C 2,2-dimethylpent-4-enoic acid